C(C)OC1=CC=C(C=C1)N1N=CC=2C(C1)=C(N(C2C)C2=CC=CC=C2)C 2-(4-Ethoxyphenyl)-5,7-dimethyl-6-phenyl-2,6-dihydro-1H-pyrrolo[3,4-d]pyridazin